[Cl-].[Cl-].[Cl-].[La+3] lanthanum (III) trichloride